C(#N)C=1C=NC2=C(C=CC=C2C1N1CC(CCC1)COCP(O)(O)=O)OC (((1-(3-cyano-8-methoxyquinolin-4-yl)piperidin-3-yl)methoxy)methyl)phosphonic acid